2-((3aR,5r,6aS)-5-benzyl-5-hydroxyhexahydrocyclopenta[c]pyrrol-2(1H)-yl)-1-(4-(2-hydroxypropan-2-yl)phenyl)ethanone C(C1=CC=CC=C1)C1(C[C@@H]2[C@@H](CN(C2)CC(=O)C2=CC=C(C=C2)C(C)(C)O)C1)O